(5-bromo-4,6-diisopropylpyridin-2-yl)methanol BrC=1C(=CC(=NC1C(C)C)CO)C(C)C